methyl 4-amino-9-(2-((1R,3S,5R)-3-((6-bromopyridin-2-yl)carbamoyl)-5-methyl-2-azabicyclo[3.1.0]hexan-2-yl)-2-oxoethyl)-9H-pyrimido[4,5-b]indole-8-carboxylate NC1=NC=NC=2N(C3=C(C=CC=C3C21)C(=O)OC)CC(=O)N2[C@@H]1C[C@@]1(C[C@H]2C(NC2=NC(=CC=C2)Br)=O)C